CN1C=C(C2=CC=CC(=C12)C)C1=NC(=NC=C1C(F)(F)F)C1(CC(=C(C=C1)N(C)CCN(C)C)N)N 4-(4-(1,7-dimethyl-1H-indol-3-yl)-5-(trifluoromethyl)pyrimidin-2-yl)-N1-(2-(dimethylamino)ethyl)-N1-methylbenzene-1,2,4-triamine